C1(=CC=CC=C1)S(=O)(=O)C1=CC=C(C=C1)CNC(=O)C1=NNC2=NC=CC=C21 N-{[4-(benzenesulfonyl)phenyl]methyl}-1H-pyrazolo[3,4-b]pyridine-3-carboxamide